3-(1-hydroxyethyl)benzophenone OC(C)C=1C=C(C(=O)C2=CC=CC=C2)C=CC1